2-Methoxyethyl 8-((3,5-difluoro-4-(4-fluorophenoxy)phenyl)sulfonyl)-1-(hydroxy-carbamoyl)-3,8-diazabicyclo[3.2.1]octane-3-carboxylate FC=1C=C(C=C(C1OC1=CC=C(C=C1)F)F)S(=O)(=O)N1C2(CN(CC1CC2)C(=O)OCCOC)C(NO)=O